N1=CC=CC2=CC=C3C(=C12)SC1=C3C=CC=C1 benzothieno[3,2-h]quinoline